4-(bis(4-hydroxyphenyl)amino)benzaldehyde OC1=CC=C(C=C1)N(C1=CC=C(C=O)C=C1)C1=CC=C(C=C1)O